8-((4-aminonaphthalen-1-yl)oxy)pyrido[2,3-b]pyrazin-3(4H)-one hydrochloride Cl.NC1=CC=C(C2=CC=CC=C12)OC1=CC=NC=2NC(C=NC21)=O